C(C=C)(=O)OC(C)CCCC(C)C 2-isooctyl acrylate